FC(CN1N=NC(=C1)C(=O)NCC1=NC=CC=C1F)CCC=1SC(=NN1)NC(CC1=CC(=CC=C1)OC(F)(F)F)=O 1-[2-fluoro-4-(5-{2-[3-(trifluoromethoxy)phenyl]acetamido}-1,3,4-thiadiazol-2-yl)butyl]-N-[(3-fluoropyridin-2-yl)methyl]-1H-1,2,3-triazole-4-carboxamide